FC=1C=C2C(=CN(C2=CC1)C1CN(CC1)C1COC1)C 5-fluoro-3-methyl-1-(1-(oxetan-3-yl)pyrrolidin-3-yl)-1H-indole